C(#N)C=1C=C(C=CC1)C=1N=C(SC1C1=CC(=NC(=C1)C)C)NC(=O)N1C[C@@H]2N(CC1)CCC2 (8aR)-N-[4-(3-Cyanophenyl)-5-(2,6-dimethyl-4-pyridyl)thiazol-2-yl]-3,4,6,7,8,8a-hexahydro-1H-pyrrolo[1,2-a]pyrazin-2-carboxamid